sodium undecenolate C(=CCCCCCCCCC)[O-].[Na+]